BrC1=NC(=CC=C1NC(C)C=1C=C(C=C2C(C(=C(OC12)N1CCCCC1)C)=O)C)Cl 8-[1-[(2-bromo-6-chloro-3-pyridyl)amino]ethyl]-3,6-dimethyl-2-(1-piperidyl)chromen-4-one